phthaloyl-aza-lysine C(C=1C(C(=O)O)=CC=CC1)(=O)NN(CCCCN)C(=O)O